Cl.C12CC(CC(CCC1)N2)N(C=2SC1=NC(=CC=C1N2)C2=CC1=CN(N=C1C(=C2)F)C)C N-(9-azabicyclo[3.3.1]non-3-yl)-5-(7-fluoro-2-methyl-2H-indazol-5-yl)-N-methyl-[1,3]thiazolo[5,4-b]pyridin-2-amine hydrochloride